C(C)(C)(C)OC(=O)N[C@H]1CC[C@@H](N(C1)C(=O)OCC1=CC=CC=C1)C trans-benzyl 5-((tertbutoxycarbonyl)amino)-2-methylpiperidine-1-carboxylate